(4S)-2-[(4-methoxyphenyl)methyl]-3,4-dimethyl-1,2,5-thiadiazolidine 1,1-dioxide COC1=CC=C(C=C1)CN1S(N[C@H](C1C)C)(=O)=O